FC=1C=C2C(=NC=3N(C2=CC1N)C=NN3)NC 7-fluoro-N5-methyl-[1,2,4]triazolo[4,3-a]quinazoline-5,8-diamine